3-((1S,2S)-2-(6-(2,4-dioxo-1,2,3,4-tetrahydropyrimidin-5-yl)imidazo[1,2-b]pyridazin-8-yl)cyclopropyl)-N-methylbenzamide O=C1NC=C(C(N1)=O)C=1C=C(C=2N(N1)C=CN2)[C@@H]2[C@H](C2)C=2C=C(C(=O)NC)C=CC2